6-(2'-((tert-butylamino)Methyl)-[1,1'-Biphenyl]-4-yl)-2-Methyl-1H-benzo[d]Imidazol C(C)(C)(C)NCC1=C(C=CC=C1)C1=CC=C(C=C1)C=1C=CC2=C(NC(=N2)C)C1